OC=1C(C=2C=CC=C3C=CC=C(C1)C23)=O Hydroxy-phenalen-1-on